(R)-6-Methyl-3-((8-(2-methylmorpholinyl)pyrido[3,4-d]pyrimidin-2-yl)amino)-5,6,7,8-Tetrahydro-1,6-naphthyridin-2(1H)-one CN1CC=2C=C(C(NC2CC1)=O)NC=1N=CC2=C(N1)C(=NC=C2)N2C[C@H](OCC2)C